[OH-].[Al+3].[OH-].[OH-] Aluminium(III) hydroxid